CC(C=C)N1[C@H](CCC1)CC1=CNC2=C(C(=C(C=C12)F)F)F 3-(((2R)-1-(but-3-en-2-yl)pyrrolidin-2-yl)methyl)-5,6,7-trifluoro-1H-indole